O=C(NCC)CNCCCCCNC(CCCCCNC(CNC(CCCCC(=O)[O-])=O)=O)=O 4,13,20,23-tetraoxo-3,6,12,19,22-pentaazaoctacosan-28-oate